tert-butyl (S)-(4-(3-methoxy-5-oxo-2,5-dihydro-1H-pyrrol-2-yl)butyl)carbamate COC=1[C@@H](NC(C1)=O)CCCCNC(OC(C)(C)C)=O